3-(5-chloro-2-methylphenyl)-N-methyl-5-oxo-5-(piperidin-1-yl)pentanamide ClC=1C=CC(=C(C1)C(CC(=O)NC)CC(N1CCCCC1)=O)C